FC1(CN(CC12CCC2)C=2C=1C(N=CN2)=NN(C1)C=1C(NC(NC1)=O)=O)F 5-[4-(8,8-Difluoro-6-azaspiro[3.4]octan-6-yl)pyrazolo[3,4-d]pyrimidin-2-yl]-1H-pyrimidine-2,4-dione